N[C@@H]1CC2=CC=CC=C2C12CCN(CC2)C2=NC(=C(C(=N2)C(=O)N)C2=C(C(=CC=C2)Cl)Cl)C 2-((R)-2-amino-2,3-dihydrospiro[indene-1,4'-piperidine]-1'-yl)-5-(2,3-dichlorophenyl)-6-methylpyrimidine-4-carboxamide